C1(CC1)C1=NNC=C1N1N=CC=C1 3'-cyclopropyl-1'H-1,4'-bipyrazole